N-[1-(triethoxysilyl)ethyl]-2-pyrrolidone C(C)O[Si](C(C)N1C(CCC1)=O)(OCC)OCC